((4-methyl-1H-pyrazol-3-yl)methyl)-6-(phenylsulfonyl)phthalazin-1(2H)-one CC=1C(=NNC1)CN1C(C2=CC=C(C=C2C=N1)S(=O)(=O)C1=CC=CC=C1)=O